C(C)(C)(C)OC(NC1CNCC1OC)=O (4-Methoxypyrrolidin-3-yl)carbamic acid tert-butyl ester